C(C)(C)(C)OC(=O)N1C[C@@H](N(CC1)CC1CCOCC1)CO.NC1=CC(=C(OC2=CC=C(C=C2)C2=CC=C(C=C2)OC2=C(C=C(C=C2)N)C(F)(F)F)C=C1)C(F)(F)F 4,4'-bis(4-amino-2-trifluoromethyl-phenoxy)biphenyl tert-butyl-(R)-3-(hydroxymethyl)-4-((tetrahydro-2H-pyran-4-yl)methyl)piperazine-1-carboxylate